methyl 5-(1-(tert-butoxycarbonyl) piperidin-3-yl)-2-methoxynicotinate C(C)(C)(C)OC(=O)N1CC(CCC1)C=1C=NC(=C(C(=O)OC)C1)OC